FC=1C(=CC(=NC1)OC)C1=NNC(=C1)C(=O)N1C2(CC2)C[C@H](CC1)C(=O)NC[C@H]1CC2=CNN=C2CC1 (S)-4-(3-(5-fluoro-2-methoxypyridin-4-yl)-1H-pyrazole-5-carbonyl)-N-(((R)-4,5,6,7-tetrahydro-2H-indazol-5-yl)methyl)-4-azaspiro[2.5]octane-7-carboxamide